Cl.Cl.N1=CC(=CC=C1)C=1C=C(C=CC1)NC(=O)[C@@H]1CNC[C@H]1C1CCOCC1 |r| (±)-trans-N-[3-(pyrid-3-yl)phenyl]-4-(tetrahydro-2H-pyran-4-yl)pyrrolidine-3-Carboxamide dihydrochloride